C(C)(C)NC(O[C@H]1C[C@H](CC1)C1=NN(C(=C1)NC1=NC=CC(=C1)COC1=C(C(=CC=C1)OCC1=CC=C(C=C1)OC)C=O)C(C)(C)C)=O (1R,3S)-3-{1-tert-butyl-5-[(4-{2-formyl-3-[(4-methoxyphenyl)methoxy] phenoxymethyl}pyridin-2-yl)amino]pyrazol-3-yl}cyclopentyl N-isopropylcarbamate